tert-butyl (S)-4-((4-((tetrahydrofuran-3-yl)oxy)-5-(trifluoromethyl)pyrimidin-2-yl)amino)piperidine-1-carboxylate O1C[C@H](CC1)OC1=NC(=NC=C1C(F)(F)F)NC1CCN(CC1)C(=O)OC(C)(C)C